bromodispiro[cyclopropane-1,1'-cyclohexane-4',3''-indoline]-1''-carboxylic acid tert-butyl ester C(C)(C)(C)OC(=O)N1C(C2(C3=CC=CC=C13)CCC1(CC2)CC1)Br